FC1=C(C=CC=C1)C1=NOC(=N1)C1=CC(=C(C=C1)N1CCN(CC1)CC=1C=CC(=C(C=O)C1)O)[N+](=O)[O-] 5-((4-(4-(3-(2-fluorophenyl)-1,2,4-oxadiazol-5-yl)-2-nitrophenyl)piperazin-1-yl)methyl)-2-hydroxybenzaldehyde